N-(4-fluoro-3-{6-oxo-4-[6-(trifluoromethyl)pyridin-3-yl]-1,6-dihydropyrimidin-2-yl}benzyl)-2,2-dimethylpropionamide FC1=C(C=C(CNC(C(C)(C)C)=O)C=C1)C=1NC(C=C(N1)C=1C=NC(=CC1)C(F)(F)F)=O